CC1=C(C=C(C=C1)C)S(=O)(=O)NN 2,5-dimethylbenzenesulfonyl-hydrazine